C(C)(=S)OC1=C(C=C(C=C1)F)C (2-methyl-4-fluorophenyl) thioacetate